N-{4-[2-{4-[bis(4-methoxyphenyl)amino]phenyl}-1,2-bis(4-nitrophenyl)vinyl]phenyl}-4-methoxy-N-(4-methoxyphenyl)aniline COC1=CC=C(C=C1)N(C1=CC=C(C=C1)C(=C(C1=CC=C(C=C1)[N+](=O)[O-])C1=CC=C(C=C1)N(C1=CC=C(C=C1)OC)C1=CC=C(C=C1)OC)C1=CC=C(C=C1)[N+](=O)[O-])C1=CC=C(C=C1)OC